ClC=1C(=CC=C2C(N(C(NC12)=O)CC)=S)CN1CCN(CC1)C=1C=CC(=NC1C)C(=O)NC 5-(4-((8-chloro-3-ethyl-2-oxo-4-thioxo-1,2,3,4-tetrahydroquinazolin-7-yl)methyl)piperazin-1-yl)-N,6-dimethylpicolinamide